C1=CC=C(C=C1)NCC(=O)O N-Phenylglycine